BrC=1C(=NC(=NC1)NC1=C(C=C(C=C1)N1CCN(CC1)C)C1CC1)NCCCNC(=O)C1CCC1 N-(3-((5-bromo-2-((2-cyclopropyl-4-(4-methylpiperazin-1-yl)phenyl)amino)pyrimidin-4-yl)amino)propyl)cyclobutanecarboxamide